methyl 2-((1r,2s)-6'-bromo-2-chloro-1'-oxo-1'H-spiro[cyclopropane-1,4'-isoquinolin]-2'(3'H)-yl)acetate BrC=1C=C2[C@]3(CN(C(C2=CC1)=O)CC(=O)OC)[C@H](C3)Cl